C(C)(=O)NC1=C(C=CC=C1)C1=NC(=NN1C(C)=O)CNC(C1=C(C=CC=C1)OC(F)(F)F)=O N-((5-(2-acetamidophenyl)-1-acetyl-1H-1,2,4-triazol-3-yl)methyl)-2-(trifluoromethoxy)benzamide